tert-Butyl 5-(isopropylcarbamoyl)-2,5-diazabicyclo[2.2.1]heptane-2-carboxylate C(C)(C)NC(=O)N1C2CN(C(C1)C2)C(=O)OC(C)(C)C